C1=CC=CC=2C3=CC=CC=C3C(C12)COC(=O)N[C@@H](CCC(=O)N[C@@H](CCC(=O)O)C(=O)O)C(=O)OC(C)(C)C ((S)-4-((((9H-fluoren-9-yl)methoxy)carbonyl)amino)-5-(tert-butoxy)-5-oxopentanoyl)-L-glutamic acid